[2-(dimethylamino)ethyl]myristamide CN(CCC(C(=O)N)CCCCCCCCCCCC)C